di(2-hydroxypropyl)ethylenediamine OC(CNCCNCC(C)O)C